7-bromo-2-mercaptobenzo[d]oxazole-5-sulfonamide BrC1=CC(=CC=2N=C(OC21)S)S(=O)(=O)N